FC(F)F.[Ag+] Silver(I) trifluoromethane